CCC(=O)O[C@H]1CC[C@@H]2[C@H]3CC[C@]4([C@H]([C@@H]3CCC2=C1)CC[C@@H]4OC(=O)CC)C The molecule is a steroid ester resulting from the formal condensation of the carboxy group of propanoic acid with the 3beta and 17beta hydroxy groups of bolandiol. It is a diester, an anabolic androgenic steroid and a steroid ester. It derives from a bolandiol.